(2S)-4-Methyl-2-[[(2S)-2-[[4-[(E)-3-oxo-3-phenylprop-1-enyl]benzoyl]amino]-3-phenylpropanoyl]amino]pentanoic acid CC(C[C@@H](C(=O)O)NC([C@H](CC1=CC=CC=C1)NC(C1=CC=C(C=C1)\C=C\C(C1=CC=CC=C1)=O)=O)=O)C